CN1C[C@H](CC1=O)OC(=O)N1CCN(CC1)C1=NC=2N(C=C1)N=CC2C=2C(=NC=CC2)OC2CC2 [(3S)-1-methyl-5-oxo-pyrrolidin-3-yl]-4-[3-[2-(cyclopropoxy)-3-pyridyl]pyrazolo[1,5-a]pyrimidin-5-yl]piperazine-1-carboxylate